C(C)(C)(C)OOC(CCC(=O)[O-])(C)OOC(C)(C)C 4,4-di(tert-butylperoxy)valerate